ClC1=C(C(NC2=CC(=C(C=C12)OC)C(F)(F)F)=O)C(=O)[O-] 4-chloro-6-methoxy-2-oxo-7-(trifluoromethyl)-1,2-dihydroquinoline-3-carboxylate